C(=O)(O)C=1C=C(C=CC1C(=O)O)C1=CC(=C(C=C1)C(=O)O)C(=O)O 3,3',4,4'-Tetracarboxybiphenyl